4,4''-bis[{4-(dibenzofuran-4-yl)phenyl}-phenylamino]-1,1':3',1''-terphenyl C1=CC=C(C=2OC3=C(C21)C=CC=C3)C3=CC=C(C=C3)N(C3=CC=C(C=C3)C3=CC(=CC=C3)C3=CC=C(C=C3)N(C3=CC=CC=C3)C3=CC=C(C=C3)C3=CC=CC2=C3OC3=C2C=CC=C3)C3=CC=CC=C3